1-(4-Methyl-5-(2-(methylamino)pyrimidin-4-yl)thiazol-2-yl)-3-(2-(trifluoromethyl)phenyl)urea CC=1N=C(SC1C1=NC(=NC=C1)NC)NC(=O)NC1=C(C=CC=C1)C(F)(F)F